CC(C)CC(C)(C(=O)O)N DL-ALPHA-METHYLLEUCINE